COC1=C(C(=NC=C1C)CS(=O)C1=NC2=C(N1)C=CC(=C2)OC(C2=CC=CC=C2)=O)C benzoic acid 2-(((4-methoxy-3,5-dimethylpyridin-2-yl) methyl) sulfinyl)-1H-benzo[d]imidazol-5-yl ester